2-azido-1,3-diisopropyl-4,5-dihydro-1H-imidazol-3-ium hexafluorophosphate F[P-](F)(F)(F)(F)F.N(=[N+]=[N-])C=1N(CC[N+]1C(C)C)C(C)C